4-PHENYL-1H-PYRROLO[2,3-B]PYRIDINE-6-CARBOXALDEHYDE C1(=CC=CC=C1)C1=C2C(=NC(=C1)C=O)NC=C2